C1(CCCC1)CC(=O)NC1=CCN(C=C1)C(C#C)(C)C 4-[(2-Cyclopentylacetyl)amino]-N-(1,1-dimethylprop-2-ynyl)pyridin